trans-4-((4-(2-Cyclopropylthiazol-5-yl)-pyridin-2-yl)((trans-4-(5-methoxy-6-methylpyridin-2-yl)-cyclohexyl)methyl)-carbamoyl)cyclohexyl 3-hydroxyazetidine-1-carboxylate OC1CN(C1)C(=O)O[C@@H]1CC[C@H](CC1)C(N(C[C@@H]1CC[C@H](CC1)C1=NC(=C(C=C1)OC)C)C1=NC=CC(=C1)C1=CN=C(S1)C1CC1)=O